4-(4-acetylphenyl)-N-(4-phenoxyphenyl)piperazine-1-carbothioamide C(C)(=O)C1=CC=C(C=C1)N1CCN(CC1)C(NC1=CC=C(C=C1)OC1=CC=CC=C1)=S